FC1=C(C(=CC=C1)F)C1=CC=CC2=C1C(=NO2)N2C(N1[C@H](CC2)C([C@@H](C1)NS(=O)(=O)CC)(F)F)=O N-{(4aR,6R)-2-[4-(2,6-difluorophenyl)-1,2-benzoxazol-3-yl]-5,5-difluoro-1-oxooctahydropyrrolo[1,2-c]pyrimidin-6-yl}ethanesulfonamide